C(C)(C)(C)OC(C[C@H](NC(=O)NC=1C(N(C(=CC1O)C)C)=O)C1=CC=C(C=C1)C1=C(C=C(C=C1)F)F)=O (S)-3-(2',4'-difluorobiphenyl-4-yl)-3-(3-(4-hydroxy-1,6-dimethyl-2-oxo-1,2-dihydropyridin-3-yl)ureido)propanoic acid tert-butyl ester